COC(CN(C(C=C)=O)C)OC N-(2,2-dimethoxyethyl)-N-methyl-acrylamide